C(C)(C)(C)OC(=O)N1CCN(CC1)C=1C2=C(N=CN1)C(=C([C@H]2C)C(=O)OCC2=CC=CC=C2)O benzyl (S)-4-(4-(tert-Butoxycarbonyl) piperazin-1-yl)-7-hydroxy-5-methyl-5H-cyclopenta[d]pyrimidine-6-carboxylate